C([AlH2])(=O)OC=1C(C(=O)O)=CC=CC1 aluminaacetylsalicylic acid